2-(5-methoxy-1H-indol-1-yl)-N,N-dimethylethan-1-amine fumarate salt C(\C=C\C(=O)O)(=O)O.COC=1C=C2C=CN(C2=CC1)CCN(C)C